3-amino-6,7-dibromo-2-naphthoic acid NC=1C(=CC2=CC(=C(C=C2C1)Br)Br)C(=O)O